C=1N=CN2C=NC=3C=CC(=CC3C21)C(=O)[O-] imidazo[1,5-c]quinazoline-9-carboxylate